S1C(=NC2=C1C=CC=C2)COC2=NN(C=C2)C2CCN(CC2)CC2=NC1=C(N2C[C@H]2OCC2)C=C(C=C1)C(=O)O (S)-2-((4-(3-(benzo[d]thiazol-2-ylmethoxy)-1H-pyrazol-1-yl)piperidin-1-yl)methyl)-1-(oxetan-2-ylmethyl)-1H-benzo[d]imidazole-6-carboxylic acid